C1=CC=CC=2CCC3=C(C21)C=CC=C3 Dibenzocyclohexane